C(C)(C)(C)C=1C=C(C=C(C1)C(C)(C)C)B(O)O 3,5-Di(t-butyl)phenylboronic acid